CC1(OCC=2C1=NC=C(C2)N)C 7,7-dimethyl-5,7-dihydrofuro[3,4-b]pyridin-3-amine